methyl 2-[(2S)-2-methylpyrrolidin-1-yl]-5,7-dihydrofuro[3,4-b]pyridine-3-carboxylate C[C@@H]1N(CCC1)C1=C(C=C2C(=N1)COC2)C(=O)OC